FC=1C=CC2=C(CCO2)C1CNC1=NC=C(C=2N1C=NN2)C=2C=1N(C(=CC2)C)C(=CN1)CC(=O)O 2-(8-(5-(((5-fluoro-2,3-dihydrobenzofuran-4-yl)methyl)amino)-[1,2,4]triazolo[4,3-c]pyrimidin-8-yl)-5-methylimidazo[1,2-a]pyridin-3-yl)acetic acid